C(CCCC=C)O 5-hexene-1-ol